(S)-2-Methyl-N-[(1S)-1-[4-(phenoxymethyl)phenyl]ethyl]propane-2-sulphinamide CC(C)(C)[S@](=O)N[C@@H](C)C1=CC=C(C=C1)COC1=CC=CC=C1